1-octyl (S)-2-hydroxypentanedioate O[C@H](C(=O)OCCCCCCCC)CCC(=O)[O-]